FC1(CCC(CC1)CN1C=CC2=NC=C(C=C21)C=2C(=NOC2C)C)F 1-[(4,4-difluorocyclohexyl)methyl]-6-(3,5-dimethylisoxazol-4-yl)pyrrolo[3,2-b]pyridin